(E)-ethyl 6-methyl-2-oxo-4-(4-(3-o-tolylacryloyloxy)phenyl)-1,2,3,4-tetrahydropyrimidine-5-carboxylate CC1=C(C(NC(N1)=O)C1=CC=C(C=C1)OC(\C=C\C1=C(C=CC=C1)C)=O)C(=O)OCC